C(#N)C[C@@H]1N(CCN(C1)C1=NC(=NC(=C1)C(NC1=CC(=CC2=CC=CC=C12)OC)=O)OC[C@H]1N(CCC1)C)C(=O)OCC1=CC=CC=C1 benzyl (2S)-2-(cyanomethyl)-4-[6-[(3-methoxy-1-naphthyl)carbamoyl]-2-[[(2S)-1-methylpyrrolidin-2-yl]methoxy]pyrimidin-4-yl]piperazine-1-carboxylate